4-chloro-N-(2-chloroethyl)-2',6'-dimethyl-[1,1'-biphenyl]-2-amine ClC=1C=C(C(=CC1)C1=C(C=CC=C1C)C)NCCCl